NC=1C(=NC=CN1)C1=NC=2C(=NC(=CC2)C2=NN(N=C2)CC(=O)N)N1C1=CC=C(C=C1)CN1CCC(CC1)NC1=NC(=NC=C1)C#N 2-(4-(2-(3-Aminopyrazin-2-yl)-3-(4-((4-((2-cyanopyrimidin-4-yl)amino)piperidin-1-yl)methyl)phenyl)-3H-imidazo[4,5-b]pyridin-5-yl)-2H-1,2,3-triazol-2-yl)acetamide